[N+](=O)([O-])C1=CC2=CC=C3C=CC=C4C=CC(=C1[N+](=O)[O-])C2=C43 2,3-dinitropyrene